Spiro[2.2]Pentane-2-carboxamide C1C(C12CC2)C(=O)N